lithium 2-trifluoromethylphenoxide FC(C1=C([O-])C=CC=C1)(F)F.[Li+]